3-amino-6-nitro-1,2,4,5-tetrazine-2,4-dioxide NC=1[N+](=NC(=N[N+]1[O-])[N+](=O)[O-])[O-]